CC1=C(OC2=C1C=C(C=C2)S(N(CCC2=CC=CC=C2)C=2C=NC(=CC2)N2CCN(CC2)C(=O)OC(C)(C)C)(=O)=O)C(=O)O 3-Methyl-5-(N-(6-(4-(tert-Butoxycarbonyl)piperazin-1-yl)pyridin-3-yl)-N-phenethylsulfamoyl)benzofuran-2-carboxylic acid